[(2R,3R,4R,5R)-3,4-diacetoxy-5-[2-chloro-6-(1'-oxospiro[azetidine-3,2'-indane]-1-yl)purin-9-yl]tetrahydrofuran-2-yl]methyl acetate C(C)(=O)OC[C@H]1O[C@H]([C@@H]([C@@H]1OC(C)=O)OC(C)=O)N1C2=NC(=NC(=C2N=C1)N1CC2(C(C3=CC=CC=C3C2)=O)C1)Cl